8-(tert-butyl)-N-(5-(tert-butyl)-[1,1'-biphenyl]-2-yl)dibenzo[b,d]furan-4-amine C(C)(C)(C)C=1C=CC2=C(C3=C(O2)C(=CC=C3)NC3=C(C=C(C=C3)C(C)(C)C)C3=CC=CC=C3)C1